cerium (IV) caproate C(CCCCC)(=O)[O-].[Ce+4].C(CCCCC)(=O)[O-].C(CCCCC)(=O)[O-].C(CCCCC)(=O)[O-]